(2R,3S)-3-hydroxy-N-methoxy-N,2-dimethylpentanamide O[C@H]([C@H](C(=O)N(C)OC)C)CC